N=1N(N=CC1)C1=CC=CN=N1 6-(2H-1,2,3-triazol-2-yl)pyridazine